N1CCC(CC1)C1=NC2=CC=C(C=C2C(=N1)N)N (piperidin-4-yl)quinazoline-4,6-diamine